2-[(2S,4S,5S)-1-(2,4-dichlorophenyl)-5-hydroxy-2,6,6-trimethylheptane-4-yl]-2,4-dihydro-3H-1,2,4-triazole-3-thione ClC1=C(C=CC(=C1)Cl)C[C@@H](C[C@@H]([C@H](C(C)(C)C)O)N1N=CNC1=S)C